(E)-4-oxo-4-phenylbut-2-en-2-yl N2-(((9H-fluoren-9-yl)methoxy)carbonyl)-N4-trityl-L-asparaginate C1=CC=CC=2C3=CC=CC=C3C(C12)COC(=O)N[C@@H](CC(NC(C1=CC=CC=C1)(C1=CC=CC=C1)C1=CC=CC=C1)=O)C(=O)O\C(\C)=C\C(C1=CC=CC=C1)=O